4-(4-((S)-1,1-difluoro-5-oxa-8-azaspiro[2.6]non-8-yl)-8-fluoro-2-(((2r,7as)-2-fluorohexahydro-1H-pyrrolizin-7a-yl)methoxy)pyrido[4,3-d]pyrimidin-7-yl)-5-ethyl-6-fluoronaphthalen-2-ol FC1(C[C@]12COCCN(C2)C=2C1=C(N=C(N2)OC[C@]23CCCN3C[C@@H](C2)F)C(=C(N=C1)C1=CC(=CC2=CC=C(C(=C12)CC)F)O)F)F